C(C)(C)N(CCCCC(CCCCCCO)(CCCCCCO)O)C(C)C (s)-7-(4-(diisopropylamino)butyl)tridecane-1,7,13-triol